CC[C@@H]1[C@H]([C@H]2[C@@](O2)(/C=C/C(=O)[C@@H](C[C@@H]([C@@H]([C@H]([C@@H](CC(=O)O1)O)C)O[C@H]3[C@@H]([C@H](C[C@H](O3)C)N(C)C)O)CC=O)C)C)C The molecule is a macrolide antibiotic with activity against Neisseria gonorrhoeae, Chlamydia trachomatis, Ureaplasma urealyticum and Mycoplasma hominis. It has a role as a bacterial metabolite. It is a macrolide antibiotic, a monosaccharide derivative, an enone, an epoxide and an aldehyde.